1-[(2-fluorophenyl)methyl]-3-methyl-N-(1-methylcyclopropyl)-2-oxo-benzimidazole-5-sulfonamide FC1=C(C=CC=C1)CN1C(N(C2=C1C=CC(=C2)S(=O)(=O)NC2(CC2)C)C)=O